C(C)C1=C(C=C(C(=O)O)C=C1)S(NC1=C(C=CC(=C1)C(F)(F)F)C=1C=NC=CC1)(=O)=O 4-ethyl-3-(N-(2-(pyridin-3-yl)-5-(trifluoromethyl)phenyl)sulfamoyl)benzoic Acid